5-[4-[3-[2-(1-piperidinyl)ethoxy]pyrrolidin-1-yl]thieno[2,3-d]pyrimidin-6-yl]-1H-pyrimidine-2,4-dione N1(CCCCC1)CCOC1CN(CC1)C=1C2=C(N=CN1)SC(=C2)C=2C(NC(NC2)=O)=O